O=C1C(CCC1)C(=O)[O-] 2-oxocyclopentanecarboxylate